Bis(allyl)carbonat C(C=C)OC(OCC=C)=O